ClC=1C=C(C=CC1[N+](=O)[O-])NC(C(C)(C)N1N=CC(=C1)C#CC1CN(C1)C=1C=C2C(N(C(C2=CC1)=O)C1C(NC(CC1)=O)=O)=O)=O N-(3-chloro-4-nitrophenyl)-2-(4-((1-(2-(2,6-dioxopiperidin-3-yl)-1,3-Dioxoisoindoline-5-yl)azetidin-3-yl)ethynyl)-1H-pyrazol-1-yl)-2-methylpropionamide